2-(3-Cyanophenyl)-2-(3,3-difluorocyclopentyl)-N-(5-fluorothiazol-2-yl)acetamide C(#N)C=1C=C(C=CC1)C(C(=O)NC=1SC(=CN1)F)C1CC(CC1)(F)F